CNCCO 2-(methyl-amino)ethan-1-ol